COC=1SC(=CN1)C1C=C(CCO1)C1=NC(=C(C(=N1)N)[N+](=O)[O-])C12CC(C1)(C2)C(F)(F)F 2-[6-(2-methoxythiazol-5-yl)-3,6-dihydro-2H-pyran-4-yl]-5-nitro-6-[3-(trifluoromethyl)-1-bicyclo[1.1.1]pentanyl]pyrimidin-4-amine